N1OCCCC1 azoxan